9H-fluoren-9-ylmethyl 4-(4-nitrophenoxy)piperidine-1-carboxylate [N+](=O)([O-])C1=CC=C(OC2CCN(CC2)C(=O)OCC2C3=CC=CC=C3C=3C=CC=CC23)C=C1